FC1=CC=C(C=C1)N1N=NC(=C1COC1=NC=2CCN(CC2C=C1)C(=O)C1(COCC1)C)C 2-{[1-(4-fluorophenyl)-4-methyl-1H-1,2,3-triazol-5-yl]methoxy}-6-(3-methyloxolane-3-carbonyl)-5,6,7,8-tetrahydro-1,6-naphthyridine